N-(((9H-fluoren-9-yl)methoxy)carbonyl)-O-(3-hydroxy-3-methylbutyl)-L-serine C1=CC=CC=2C3=CC=CC=C3C(C12)COC(=O)N[C@@H](COCCC(C)(C)O)C(=O)O